ClC=1C(=C(C(=CC1)O)O)Cl dichloro-benzenediol